2'-O-[tert-butyl-(dimethyl)silyl]-1-[2-(1,3-dioxo-1,3-dihydro-2H-isoindol-2-yl)ethyl]inosine C(C)(C)(C)[Si](O[C@H]1[C@@H](O[C@@H]([C@H]1O)CO)N1C=NC=2C(=O)N(C=NC12)CCN1C(C2=CC=CC=C2C1=O)=O)(C)C